3-[[[(2S)-2-amino-3-cyclohexyl-propionyl]amino]-(2-chloroacetyl)amino]propanamide N[C@H](C(=O)NN(CCC(=O)N)C(CCl)=O)CC1CCCCC1